OC=1C(=NC(=C(C1/C=C/C(=O)O)C)CC1=CC(=CC=C1)OC1=CC=CC=C1)CCC (E)-3-(3-hydroxy-5-methyl-6-(3-phenoxybenzyl)-2-propylpyridin-4-yl)acrylic acid